CC1=C(C=2N(C=C1C1=C(C3=NC(=CC=C3N1)N1CC(C1)N1CCOCC1)C(C)C)N=CN2)C 4-(1-(2-(7,8-dimethyl-[1,2,4]triazolo[1,5-a]pyridin-6-yl)-3-isopropyl-1H-pyrrolo[3,2-b]pyridin-5-yl)azetidin-3-yl)morpholine